3-(4-fluoro-5-((4-(1-(4-((3S,4R)-7-hydroxy-3-phenylchroman-4-yl)phenyl)piperidine-4-yl)piperazin-1-yl)methyl)-1-oxoisoindolin-2-yl)piperidine-2,6-dione FC1=C2CN(C(C2=CC=C1CN1CCN(CC1)C1CCN(CC1)C1=CC=C(C=C1)[C@H]1[C@H](COC2=CC(=CC=C12)O)C1=CC=CC=C1)=O)C1C(NC(CC1)=O)=O